(S)-3-(7-bromo-2-oxo-3-(pent-3-yl)-5-phenyl-2,3-dihydro-1H-benzo[e][1,4]diazepin-1-yl)propionic acid BrC1=CC2=C(N(C([C@@H](N=C2C2=CC=CC=C2)C(CC)CC)=O)CCC(=O)O)C=C1